COC1=CC=C(C=C1)NC(C1=CC=CC=C1)=S N-(4-methoxyphenyl)thiobenzamide